COC(C(CC=1C(=NC(=CC1)F)F)(C)O)=O (2,6-difluoro-3-pyridinyl)-2-hydroxy-2-methyl-propionic acid methyl ester